(S)-N'-((3-hydroxy-1,2,3,5,6,7-hexahydro-s-indacen-4-yl)carbamoyl)-2-(2-hydroxypropan-2-yl)thiazole-5-sulfonimidamide OC1CCC2=CC=3CCCC3C(=C12)NC(=O)N=[S@@](=O)(N)C1=CN=C(S1)C(C)(C)O